CC(C)(S(=O)NC1(COC1)C1=C(C=C(C=C1)CC(=O)OCC)C)C 1-Ethyl 2-(4-(3-(1,1-dimethylethylsulfinamido)oxetan-3-yl)-3-methylphenyl)acetate